7-(methoxycarbonyl)quinoline-6-carboxylic acid COC(=O)C1=C(C=C2C=CC=NC2=C1)C(=O)O